BrC=1C=C(C=C(C1)NS(=O)(=O)C)NC(=O)C1=CN(C(=C1)C1=NC=CC=C1C)C N-(3-bromo-5-(methylsulfonamido)phenyl)-1-methyl-5-(3-methylpyridin-2-yl)-1H-pyrrole-3-carboxamide